[K].[Pb].[Ba] barium-lead-potassium